N1=C(N=CC=C1)[C@H]1[C@@H](C1)C(=O)O trans-2-pyrimidin-2-yl-cyclopropanecarboxylic acid